N12N3C(CN(CC=CC14CCC4)C2)=CCC(=C3)C(=O)N 7',9'-dihydro-5'H-spiro[cyclobutane-1,2'-[1,6]methanopyrido[1,2-b][1,2,5]triazonine]-10'-carboxamide